ClC=1C(=CC(=C(OCC(=O)OCC)C1)F)CC1=C(C(=C(C=C1)O)C(C)C)F ethyl 2-(5-chloro-2-fluoro-4-(2-fluoro-4-hydroxy-3-isopropylbenzyl)phenoxy)acetate